N-(2-(4-(((5-cyclobutoxy-1H-indol-2-yl)methyl)amino)butoxy)ethyl)-6-(pyridazin-4-yl)-1H-indazol-4-amine C1(CCC1)OC=1C=C2C=C(NC2=CC1)CNCCCCOCCNC=1C=2C=NNC2C=C(C1)C1=CN=NC=C1